C1(CCC1)C1=CC(=C(C=C1)N1C(C=CC2=CC(=CC=C12)S(=O)(=O)NC=1OC=CN1)=O)OC (P)-1-(4-CYCLOBUTYL-2-METHOXYPHENYL)-N-(OXAZOL-2-YL)-2-OXO-1,2-DIHYDROQUINOLINE-6-SULFONAMIDE